1-(2-fluoroethyl)-3-nitro-4-vinyl-pyrazole FCCN1N=C(C(=C1)C=C)[N+](=O)[O-]